(6-(4-((4-(1H-pyrazol-4-yl)phenyl)amino)pyrimidin-2-yl)-1H-indol-2-yl)(2,5-dihydro-1H-pyrrol-1-yl)methanone N1N=CC(=C1)C1=CC=C(C=C1)NC1=NC(=NC=C1)C1=CC=C2C=C(NC2=C1)C(=O)N1CC=CC1